2-((1-(2-cyano-3-(4,4-difluoropiperidin-1-yl)-7-ethylquinoxalin-5-yl)ethyl)amino)benzoic acid C(#N)C1=NC2=CC(=CC(=C2N=C1N1CCC(CC1)(F)F)C(C)NC1=C(C(=O)O)C=CC=C1)CC